C(=O)C1=CC=C(C=C1)C=1NC2=C(N1)C=CC=C2 2-(4-formylphenyl)benzimidazole